2-[4-(difluoromethyl-sulfonyl)-3-methyl-phenyl]-4,4,5,5-tetramethyl-1,3,2-dioxaborolane FC(S(=O)(=O)C1=C(C=C(C=C1)B1OC(C(O1)(C)C)(C)C)C)F